CN(C1=CC2=C(N=C(N=C2)C=2C=CC(NC2)=O)C=N1)C1CCNCC1 5-(6-(methyl(piperidin-4-yl)amino)pyrido[3,4-d]pyrimidin-2-yl)pyridin-2(1H)-one